CC1CC(=O)OC1C 3,4-dimethylbutyrolactone